Bis(1,1,1,15,15,15-hexafluoropentadecan-7-yl) 7,7'-((5-hydroxypentyl)-azanediyl)diheptanoate OCCCCCN(CCCCCCC(=O)OC(CCCCCC(F)(F)F)CCCCCCCC(F)(F)F)CCCCCCC(=O)OC(CCCCCC(F)(F)F)CCCCCCCC(F)(F)F